ClC=1C=C2CCN(CC2=C(C1)[C@H]1N(CCC1)C(=O)OC(C)(C)C)C(=O)[C@@H]1COCC1 tert-butyl (S)-2-(6-chloro-2-((S)-tetrahydrofuran-3-carbonyl)-1,2,3,4-tetrahydroisoquinolin-8-yl)pyrrolidine-1-carboxylate